C(#N)CC1(C(CCC1)(F)F)C(=O)OCC ethyl 1-(cyanomethyl)-2,2-difluorocyclopentane-1-carboxylate